CC1=C(C(=CC=C1)C1=CC=C(C=C1)C(F)(F)F)C(=O)OC methyl 3-methyl-4'-(trifluoromethyl)-[1,1'-biphenyl]-2-carboxylate